CN(C(/C=C/CC[C@@H](C(=O)NC=1C(N(C(=CC1)CC)CC1=NC2=C(C(=NC=C2F)CC(C)C)N1)=O)NC(OC)=O)=O)C methyl (S,E)-(7-(dimethylamino)-1-((6-ethyl-1-((7-fluoro-4-isobutyl-3H-imidazo[4,5-c]pyridin-2-yl)methyl)-2-oxo-1,2-dihydropyridin-3-yl)amino)-1,7-dioxohept-5-en-2-yl)carbamate